(R)-4-((dimethylamino)methyl)-N'-(4-fluoro-2,6-diisopropylphenylcarbamoyl)benzenesulfonimidamide CN(C)CC1=CC=C(C=C1)[S@@](=O)(N)=NC(NC1=C(C=C(C=C1C(C)C)F)C(C)C)=O